2-butyne-1,4-diol dibutyrate C(CCC)(=O)OCC#CCOC(CCC)=O